2-benzyloxyethyl-1,3-dibromopropane C(C1=CC=CC=C1)OCCC(CCBr)Br